ClC=1C=C(C=CC1)C1=C(C(=CC2=C1OC1=C2C=CC=C1)C1=CC=CC=C1)C1=CC=CC=C1 4-(3-chlorophenyl)-2,3-diphenyldibenzo[b,d]furan